3-[2-(4,4-dimethylisochroman-6-yl)oxypyrimidin-5-yl]-5,5-dimethyl-imidazolidine-2,4-dione CC1(COCC2=CC=C(C=C12)OC1=NC=C(C=N1)N1C(NC(C1=O)(C)C)=O)C